ClC1=NC(=NC(=N1)N1CCOCC1)N1CCN(CC1)C(=O)OC(C)(C)C tert-butyl 4-(4-chloro-6-morpholino-1,3,5-triazin-2-yl)piperazine-1-carboxylate